ClC=1C=NC(=NC1)N1CCCC1 (S)-1-(5-chloropyrimidin-2-yl)pyrrolidin